tert-butyl 2-[[(2Z,5Z)-5-benzylidene-2-[(5-tert-butyl-1H-imidazol-4-yl)methylene]-3,6-dioxo-piperazin-1-yl]methyl]prop-2-enoate C(/C1=CC=CC=C1)=C\1/NC(/C(/N(C1=O)CC(C(=O)OC(C)(C)C)=C)=C/C=1N=CNC1C(C)(C)C)=O